(1R,4R)-4-((3-bromobenzyl)oxy)cyclohexanol BrC=1C=C(COC2CCC(CC2)O)C=CC1